S(=O)(=O)=CC=O sulfonyl-ethanone